Cl.Cl.N[C@H](CC1=C(C2=C(N=C(N=C2NCC=2C=NC=CC2)Cl)N1)F)C 6-[(2S)-2-aminopropyl]-2-chloro-5-fluoro-N-[(pyridin-3-yl)methyl]-7H-pyrrolo[2,3-d]pyrimidin-4-amine dihydrochloride